(E)-3-((3-(5-chloro-3-(difluoromethyl)-1-ethyl-1H-pyrazol-4-yl)allyl)thio)-5,5-dimethyl-4,5-dihydroisoxazole ClC1=C(C(=NN1CC)C(F)F)/C=C/CSC1=NOC(C1)(C)C